(5-Chloro-1-ethyl-3-(6-(trifluoromethyl)pyridin-2-yl)-1H-pyrazol-4-yl)(9-(3,3-dimethylbutyl)-3,9-diazaspiro[5.5]undecan-3-yl)methanone ClC1=C(C(=NN1CC)C1=NC(=CC=C1)C(F)(F)F)C(=O)N1CCC2(CC1)CCN(CC2)CCC(C)(C)C